The molecule is dianion of 2-(1-hydroxyethyl)thiamine diphosphate arising from deprotonation of the three OH groups of the diphosphate. It is a conjugate base of a 2-(1-hydroxyethyl)thiamine diphosphate. CC1=C(SC(=[N+]1CC2=CN=C(N=C2N)C)C(C)O)CCOP(=O)([O-])OP(=O)([O-])[O-]